C(C)S(=O)(=O)C=1C=CC(=NC1C1=NC2=C(C=NC(=C2)C(F)(F)F)N1C)N 5-(Ethylsulfonyl)-6-[3-methyl-6-(trifluoromethyl)-3H-imidazo[4,5-c]pyridin-2-yl]pyridin-2-amine